C1(CC1)C1N2C(C=3C4=C(C(=CC3C1)C=1C=NN(C1)C(F)F)OCC4)=CC(C=C2)=O 7-Cyclopropyl-4-(1-(difluoromethyl)-1H-pyrazol-4-yl)-11-oxo-2,6,7,11-tetrahydro-1H-furo[2,3-h]pyrido[2,1-a]isoquinoline